C1(=CC=CC2=CC=CC=C12)C1=NC=CC=C1 Naphthyl-pyridine